3-(3,3-difluoroazetidin-1-yl)propanehydrazide FC1(CN(C1)CCC(=O)NN)F